1,6-cyclododecanediol C1(CCCCC(CCCCCC1)O)O